1-(2-(1H-pyrazolo[3,4-b]pyridine-4-carbonyl)-2-azaspiro[3.3]heptan-6-yl)-1-methyl-3-(4-(trifluoromethyl)pyridin-2-yl)urea N1N=CC2=C1N=CC=C2C(=O)N2CC1(C2)CC(C1)N(C(=O)NC1=NC=CC(=C1)C(F)(F)F)C